C(C(=C)C)(=O)OCCC[Si](OC)(OC)OC 3-methacryloyl-oxypropyltrimethoxysilane